Yttrium hydroxid [OH-].[Y+3].[OH-].[OH-]